(+)-S-allyl-L-cysteine C(C=C)SC[C@H](N)C(=O)O